FC=1C=C(C=CC1)N1C(=NC(=C1)C1=CC=CC=C1)NCC1=CC(=CC=C1)C (3-fluorophenyl)-N-(3-methylbenzyl)-4-phenyl-1H-imidazol-2-amine